4-hydroxypiperidine-1,4-dicarboxylic acid 1-tert-butyl 4-methyl ester COC(=O)C1(CCN(CC1)C(=O)OC(C)(C)C)O